C1(CC1)S(=O)(=O)N1N=CC(=C1)C1=NC=CC(=N1)NC1=NC=C(C(=C1)NC1CCCCC1)C#CC=1C=NN(C1)C (1S,3R)-3-((2-((2-(1-(Cyclopropylsulfonyl)-1H-pyrazol-4-yl)pyrimidin-4-yl)amino)-5-((1-methyl-1H-pyrazol-4-yl)ethynyl)pyridin-4-yl)amino)cyclohexan